N-cyclopropyl-6-[6-(deutero)-methoxy-5-{[(1R)-1-[3-(trifluoro-methoxy)phenyl]ethyl]carbamoyl}pyridin-3-yl]-1H-indazole-3-carboxamide C1(CC1)NC(=O)C1=NNC2=CC(=CC=C12)C=1C(=NC(=C(C1)C(N[C@H](C)C1=CC(=CC=C1)OC(F)(F)F)=O)[2H])OC